ClC=1C=C(C(=O)N)C=CC1C[C@@H](CNC(C[C@@H](C1(CC1)C(F)(F)F)C=1C=NC=CC1)=O)N1CCCC1 3-chloro-4-((S)-3-((R)-3-(pyridin-3-yl)-3-(1-(trifluoromethyl)cyclopropyl)propanamido)-2-(pyrrolidin-1-yl)propyl)benzamide